N-(3,3-difluorocyclobutyl)-5-(8-fluoro-[1,2,4]triazolo[1,5-a]pyridin-6-yl)-7H-pyrrolo[2,3-d]pyrimidin-2-amine FC1(CC(C1)NC=1N=CC2=C(N1)NC=C2C=2C=C(C=1N(C2)N=CN1)F)F